C(P(=O)(O)O)P(=O)(O)O DIETHYLENETRIAMINEPENTAKIS(METHYLPHOSPHONIC ACID)